N-(((9H-fluoren-9-yl)methoxy)carbonyl)-O-(2-hydroxyethyl)-N-methyl-L-serine C1=CC=CC=2C3=CC=CC=C3C(C12)COC(=O)N([C@@H](COCCO)C(=O)O)C